C1(CC1)C1(CN(C1)C(=O)C1=C(C=C(C=C1OC)C1=CN=C2N1C=CC(=C2)C(C#N)(C)C)OC(F)F)O 2-[3-[4-(3-cyclopropyl-3-hydroxy-azetidine-1-carbonyl)-3-(difluoromethoxy)-5-methoxyphenyl]imidazo[1,2-a]pyridin-7-yl]-2-methylpropanenitrile